C(C)(=O)NCCN(CCCC(=O)O)CCCCC1=NC=2NCCCC2C=C1 4-((2-acetamidoethyl)(4-(5,6,7,8-tetrahydro-1,8-naphthyridin-2-yl)butyl)amino)butanoic acid